(4-methyloxazol-2-yl)methanamine hydrochloride Cl.CC=1N=C(OC1)CN